C1(CC1)[C@@H]1N(CCC(C1)C=1C=C(C2=C(N(C(=N2)C2=CC=C(C=C2)S(=O)(=O)C)C)C1)C)C1CCNCC1 6-(r-cyclopropyl-[1,4'-bipiperidin]-4-yl)-1,4-dimethyl-2-(4-(methylsulfonyl)phenyl)-1H-benzo[d]imidazole